C1CC12OCC(C2)O 4-oxaspiro[2.4]heptane-6-ol